ClC1=CC2=C(C=N1)C(=C(N2)C=2C(=NC=NC2OC)OC)C 6-chloro-2-(4,6-dimethoxypyrimidin-5-yl)-3-methyl-1H-pyrrolo[3,2-c]pyridine